amino-azaindole NC1=NNC2=CC=CC=C12